N-(1-((3R)-3-Methyl-4-(3-(tetrahydro-1H-furo[3,4-c]pyrrol-5(3H)-yl)-4-(trifluoromethyl)benzyl)piperazine-1-carbonyl)-1H-pyrazol-3-yl)methanesulfonamide C[C@@H]1CN(CCN1CC1=CC(=C(C=C1)C(F)(F)F)N1CC2C(C1)COC2)C(=O)N2N=C(C=C2)NS(=O)(=O)C